FC(S(=O)(=O)[O-])(F)F.COC1=CC=C(C=C1)[I+]C1=CC=C(C=C1)OC bis(4-(methoxy)phenyl)iodonium trifluoromethanesulfonate